[Na+].S1C(=NC2=C1C=CC=C2)SCCCS(=O)(=O)[O-] 3-(2-benzothiazolylthio)-1-propanesulfonic acid, sodium salt